NCC(=O)NCO[C@H](C(=O)O)C1CC1 (S)-2-((2-aminoacetamido)methoxy)-2-cyclopropylacetic acid